8-((2-methoxy-5-methylpyridin-3-yl)sulfonyl)-N-(2-methoxyethyl)-1-oxa-8-azaspiro[4.5]decan-3-amine COC1=NC=C(C=C1S(=O)(=O)N1CCC2(CC(CO2)NCCOC)CC1)C